(1S,4r)-4-(3-(((R)-2-(5-Fluoropyridin-3-yl)-2-hydroxyethyl)amino)-propyl)cyclohexan-1-ol FC=1C=C(C=NC1)[C@H](CNCCCC1CCC(CC1)O)O